NC1=C(C=C(C=N1)C=1C=C2N(N1)CCC21CN(C1)C(=O)N[C@H](CC)C1=CC=CC=C1)C#N 2'-(6-amino-5-cyanopyridin-3-yl)-N-[(1R)-1-phenylpropyl]-5',6'-dihydrospiro[azetidine-3,4'-pyrrolo[1,2-b]pyrazole]-1-carboxamide